(R)-(6,7-dihydro-5H-pyrazolo[5,1-b][1,3]oxazin-6-yl)carbamic acid tert-butyl ester C(C)(C)(C)OC(N[C@@H]1CN2C(OC1)=CC=N2)=O